4-(5-methoxy-3-(trifluoromethyl)-1H-pyrazol-1-yl)benzonitrile COC1=CC(=NN1C1=CC=C(C#N)C=C1)C(F)(F)F